2-(3-methoxyphenyl)-4-(diphenylphosphinoyl)-4H-chromene COC=1C=C(C=CC1)C=1OC2=CC=CC=C2C(C1)P(=O)(C1=CC=CC=C1)C1=CC=CC=C1